COC=1C=C2C(N(C=NC2=CC1OC)CC1=CC=C(C=C1)NS(=O)(=O)N)=O N-(4-((6,7-dimethoxy-4-oxoquinazolin-3(4H)-yl)methyl)phenyl)sulfamide